NC1CC2(CC(C2)N2C[C@H](CCC2)C=2NC(N(N2)C2=C3C=CN=CC3=CC=C2)=O)C1 (S)-5-(1-(6-aminospiro[3.3]heptan-2-yl)piperidin-3-yl)-2-(isoquinolin-5-yl)-2,4-dihydro-3H-1,2,4-triazol-3-one